FC1=C(C(=O)N([C@H]2CNCCC2)C2=NC=CC3=C2C(=CS3)C)C=CC(=C1)C1=NC(=NS1)C (R)-2-fluoro-4-(3-methyl-1,2,4-thiadiazol-5-yl)-N-(3-methylthieno[3,2-c]pyridin-4-yl)-N-(piperidin-3-yl)benzamide